5-(2,5-diazabicyclo[4.1.0]hept-2-yl)-3-(2-methoxypyridin-3-yl)pyrazolo[1,5-a]pyrimidine hydrochloride Cl.C12N(CCNC2C1)C1=NC=2N(C=C1)N=CC2C=2C(=NC=CC2)OC